FC1=C2C=CNC2=CC(=C1OC=1C=CC(=C(C1)C=1NC=C(N1)[C@@]1(CCOC2=C(C=CC=C12)CC(=O)O)C)F)F (R)-2-(4-(2-(5-((4,6-difluoro-1H-indol-5-yl)oxy)-2-fluorophenyl)-1H-imidazol-4-yl)-4-methylchroman-8-yl)acetic acid